BrC1=C(N(N=C1)C)C(C)OCCOC=1C(=NC(=CC1)C)C=C 3-[2-[1-(4-bromo-2-methyl-pyrazol-3-yl)ethoxy]ethoxy]-6-methyl-2-vinyl-pyridine